C(C)C1=C2C(=CN(C2=NC=N1)[C@H]1[C@H](O)[C@H](O)[C@H](O1)CO)Br 6-Ethyl-7-bromo-9-β-D-ribofuranosyl-7-deazapurine